C1(=CC=CC=C1)[C@H](C)N[C@@H]1[C@@H](CC2(OCCO2)CC1)C(=O)OCC ethyl (7R,8S)-8-(((S)-1-phenylethyl)amino)-1,4-dioxaspiro[4.5]decane-7-carboxylate